C(CCCCCCC\C=C/CCCCCCCC)(=O)OC[C@H](OC(CCCCCCC\C=C/CCCCCCCC)=O)CO |r| 1,2-Dioleoyl-rac-glycerol